OC(=C(C#N)C#N)C1=CC=C2C=CC(=NC2=C1)C1=NC=CC=C1 2-(Hydroxy(2-(pyridin-2-yl)quinolin-7-yl)methylene)malononitrile